O=C1NC(CCC1N1C(C2=CC=C(C=C2C1)CNC(=O)C1=CC(=NC2=C(C=CC=C12)C)C1=CC=CC=C1)=O)=O N-((2-(2,6-dioxopiperidin-3-yl)-1-oxoisoindolin-5-yl)methyl)-8-methyl-2-phenylquinoline-4-carboxamide